BrC1=C2C=NN(C2=CC=C1)C1OCCCC1 4-bromo-1-tetrahydropyran-2-yl-indazole